ClC1=CC=C(O[C@H](C(=O)OC)C)C=C1 methyl (S)-2-(p-chlorophenoxy)propionate